{5-[6-amino-5-(2-chloro-3,6-difluoro-benzyloxy)-pyridin-3-yl]-thiophen-2-yl}-(4-pyrrolidin-1-yl-piperidin-1-yl)-methanone NC1=C(C=C(C=N1)C1=CC=C(S1)C(=O)N1CCC(CC1)N1CCCC1)OCC1=C(C(=CC=C1F)F)Cl